N1(CCCCC1)C(=O)C=1C=C2C(=NC1)NC=C2 Piperidin-1-yl(1H-pyrrolo[2,3-b]pyridin-5-yl)methanone